C(C)(C)(C)OC(=O)N1CC(C2=CC=CC=C12)CC(=O)OC 3-(2-methoxy-2-oxo-ethyl)indoline-1-carboxylic acid tert-butyl ester